O(C)CCOC=1C=CC2=C(N(C=N2)C2=CC=C(C=C2)[NH-])C1 {4-[6-(2-methoxylethoxyl)benzimidazol-1-yl]phenyl}amid